C(C)N(C(=O)NC(C(=O)O)CCN(CCCCC1=NC=2NCCCC2C=C1)CC(CF)OC)CC 2-(diethylcarbamoylamino)-4-[[3-fluoro-2-methoxy-propyl]-[4-(5,6,7,8-tetrahydro-1,8-naphthyridin-2-yl)butyl]amino]butanoic acid